(S)-(4-(7-fluorobenzo[d]oxazol-2-yl)-6,7-dihydro-1H-imidazo[4,5-c]pyridin-5(4H)-yl)(4-(trifluoromethyl)oxazol-5-yl)methanone FC1=CC=CC=2N=C(OC21)[C@H]2N(CCC1=C2N=CN1)C(=O)C1=C(N=CO1)C(F)(F)F